C(C)C1=C(C(=CC=C1)C)NC(=S)NC(=O)NCCCCC1=CC=C(C=C1)C1=NN(C=N1)C1=CC=C(C=C1)OC(F)(F)F 1-[(2-ethyl-6-methyl-phenyl)carbamothioyl]-3-[4-[4-[1-[4-(trifluoromethoxy)phenyl]-1H-1,2,4-triazol-3-yl]phenyl]butyl]urea